C(C1=CC=CC=C1)OC1=C(C=CC=C1C(F)(F)F)[C@H]1[C@@H](O[C@]([C@H]1C)(C(F)(F)F)C)C(=O)O (2r,3s,4s,5r)-3-(2-(benzyloxy)-3-(trifluoromethyl)phenyl)-4,5-dimethyl-5-(trifluoromethyl)tetrahydrofuran-2-carboxylic acid